O1ON=CC=C1 di-Oxazine